(R)-3-(1-(6-Bromo-4-methoxypyridin-2-yl)-1H-1,2,3-triazol-4-yl)-3-hydroxy-1-methylpyrrolidin-2-one BrC1=CC(=CC(=N1)N1N=NC(=C1)[C@]1(C(N(CC1)C)=O)O)OC